C(C)(C)C1=C(C(=CC(=C1)C(C)C)C(C)C)N=C=O 2,4,6-Triisopropylphenylisocyanate